O=C1NC(CCC1OC=1C=C(C=CC1F)C#CCNC(C1=NC=C(C=C1)C=1N=CC2=C(C=CC=C2C1)C1=CC2=C(N(C(N2C)=O)C)C(=C1)C(C)C)=O)=O N-(3-(3-((2,6-Dioxopiperidin-3-yl)oxy)-4-fluorophenyl)prop-2-yn-1-yl)-5-(8-(7-isopropyl-1,3-dimethyl-2-oxo-2,3-dihydro-1H-benzo[d]imidazol-5-yl)isoquinolin-3-yl)picolinamide